BrC1=C(C=C2C(=C(C(=NC2=C1F)Cl)CO)N[C@@H]1C[C@H](N(CC1)C(=O)OC(C)(C)C)CCO[Si](C)(C)C(C)(C)C)Cl tert-butyl (2S,4S)-4-((7-bromo-2,6-dichloro-8-fluoro-3-(hydroxymethyl)quinolin-4-yl)amino)-2-(2-((tert-butyldimethylsilyl)oxy)ethyl)piperidine-1-carboxylate